(4-ethylphenyl)-2-phenylethane-1,2-dione C(C)C1=CC=C(C=C1)C(C(=O)C1=CC=CC=C1)=O